N1(C=NC=C1)C(=O)N1CCOCC1 (1H-imidazol-1-yl)(morpholino)methanone